ClC=1C=C(OC2=CC(=NC=C2)C=2C=NN(C2)C)C=CC1[N+](=O)[O-] 4-(3-chloro-4-nitrophenoxy)-2-(1-methyl-1H-pyrazol-4-yl)pyridine